6-([1,1'-biphenyl]-4-yl)quinoline-4-carboxylic acid C1(=CC=C(C=C1)C=1C=C2C(=CC=NC2=CC1)C(=O)O)C1=CC=CC=C1